tert-butyl 4-(5-bromopyridin-3-yl)-3-oxopiperazine-1-carboxylate BrC=1C=C(C=NC1)N1C(CN(CC1)C(=O)OC(C)(C)C)=O